C(C)(=O)C1CCC(=O)O1 gamma-acetyl-butyrolactone